O=C1NC(CCC1C1=NN(C2=CC(=CC=C12)C(=O)N1CCN(CC1)CC1CCN(CC1)C(=O)OC(C)(C)C)C)=O tert-butyl 4-((4-(3-(2,6-dioxopiperidin-3-yl)-1-methyl-1H-indazole-6-carbonyl)piperazin-1-yl)methyl)piperidine-1-carboxylate